2-hydroxy-3-oxo-2-(trifluoromethyl)pentanoic acid methyl ester COC(C(C(CC)=O)(C(F)(F)F)O)=O